2-hydroxy-7-methyl-2H-1,4-benzoxazine OC1OC2=C(N=C1)C=CC(=C2)C